NC1=C(C=C(C(=O)NC=2C(N(C=CC2)CC(=O)N[C@@H]2[C@H](OC(C2)=O)OCC)=O)C=C1)Cl 4-amino-3-chloro-N-(1-(2-(((2S,3S)-2-ethoxy-5-oxotetrahydrofuran-3-yl)amino)-2-oxoethyl)-2-oxo-1,2-dihydropyridin-3-yl)benzamide